tert-Butyl (S)-4-(3-cyclobutyl-1-tosyl-1H-pyrrolo[3,2-c]pyridin-4-yl)-3-methylpiperazine-1-carboxylate C1(CCC1)C1=CN(C2=C1C(=NC=C2)N2[C@H](CN(CC2)C(=O)OC(C)(C)C)C)S(=O)(=O)C2=CC=C(C)C=C2